ClC1=C(C=C(C=C1)NC(=O)N1C2CC(CC1C2)C)[C@H]2[C@H](CCC2)C#N cis-N-(4-chloro-3-((1R,2S)-2-cyanocyclopentyl)phenyl)-3-methyl-6-azabicyclo[3.1.1]heptane-6-carboxamide